C(CCCCCCC\C=C/C\C=C/CCCCC)(=O)OCC(COC(CCC(OCCCCCCCC)OCCCCCCCC)=O)COC(=O)OCCN(C)C 3-((4,4-bis(octyloxy)butanoyl)oxy)-2-((((2-(dimethylamino)ethoxy)carbonyl)oxy)methyl)propyl (9Z,12Z)-octadeca-9,12-dienoate